CN1CCC(CC1)CC(=O)N[C@H]1CN(C[C@H](C1)C(F)(F)F)C1=C2C=CC=NC2=C(C=C1)C 2-(1-methyl-piperidin-4-yl)-N-[(3R,5S)-1-(8-methyl-quinolin-5-yl)-5-trifluoromethyl-piperidin-3-yl]-acetamide